C1(CC1)C1=NC=CC(=C1)C1=NC(=NC(=N1)C1=NC(=CC=C1)C(F)(F)F)NC1=CC(=NC=C1)C(F)(F)F 4-(2-cyclopropylpyridin-4-yl)-6-(6-(trifluoromethyl)pyridin-2-yl)-N-(2-(trifluoromethyl)pyridin-4-yl)-1,3,5-triazin-2-amine